C(C)(C)(C)C=1C=C(C=C(C1O)C(C)(C)C)C(C(=O)OCC(CO)(CO)CO)C Pentaerythritol (3,5-di-tert-butyl-4-hydroxyphenyl)propionate